[N+](=O)(OCCCC(=O)NC(CC1=CC2=C(OCO2)C=C1)C)[O-] 4-((1-(benzo[d][1,3]dioxol-5-yl)propan-2-yl)amino)-4-oxobutyl nitrate